FC(C[O-])F.[Na+].C(C)C1(COC1)COCC1(COC1)CC 3-ethyl-3-[{(3-ethyloxetan-3-yl)methoxy}methyl]oxetane sodium 2,2-difluoroethoxide